O=C(C=CC(=O)O)NCCS(=O)(=O)O 4-oxo-4-((2-sulfoethyl)amino)but-2-enoic acid